CO[Si](C(C)C1=C(C(=C(C=C1)[SiH](C)C)CC[SiH2]C(NCCC[Si](OCC)(OCC)OCC)NCCC[Si](OCC)(OCC)OCC)[SiH](C)C)(OC)OC 1-Trimethoxysilylethyldimethylsilyl-2-bis(triethoxysilylpropylamino)methylsilylethyldimethylsilylbenzene